5-[5-(cyclopropylamino)-3-fluoropyridin-2-yl]-1-ethyl-N-[(3S)-2-oxo-5-phenyl-1,3-dihydro-1,4-benzodiazepine-3-Yl]pyrazole-4-carboxamide C1(CC1)NC=1C=C(C(=NC1)C1=C(C=NN1CC)C(=O)N[C@@H]1C(NC2=C(C(=N1)C1=CC=CC=C1)C=CC=C2)=O)F